FC1=C(C(=C(C=C1OC)OC)F)C1=CC2=C(N=C(N=C2)N[C@@H]2COCC[C@@H]2NC(C=C)=O)C(=N1)C1CCOCC1 N-((3S,4S)-3-((6-(2,6-difluoro-3,5-dimethoxyphenyl)-8-(tetrahydro-2H-pyran-4-yl)pyrido[3,4-d]pyrimidin-2-yl)amino)tetrahydro-2H-pyran-4-yl)acrylamide